C(C)(C)NC=1N(C(C2=C(N1)CN([C@@H](C2)C)C(C2=CC(=C(C=C2)C#C[Si](C)(C)C)C(F)(F)F)=O)=O)C2=CC=C(C(=O)NC)C=C2 (R)-4-(2-(isopropylamino)-6-methyl-4-oxo-7-(3-(trifluoromethyl)-4-((trimethylsilyl)ethynyl)benzoyl)-5,6,7,8-tetrahydropyrido[3,4-d]pyrimidin-3(4H)-yl)-N-methylbenzamide